1,3-dicyclohexylpyrimidine-2,4,6(1h,3h,5h)-trione C1(CCCCC1)N1C(N(C(CC1=O)=O)C1CCCCC1)=O